O=C(C(=O)[O-])CC=CCC(=O)[O-] 2-oxoheptan-4-ene-1,7-dioate